[N+](=O)([O-])C1=CC(=NC=C1)[C@@H]1[C@@H](C1)C(=O)OCC |r| (±)-cis-ethyl 2-(4-nitropyridin-2-yl)cyclopropanecarboxylate